FC1=CC=C(C=C1)N1C[C@@H](N(CC1)CC[C@@H]1N(C(C2(C1)CCN(CC2)C2=NOC=C2)=O)C)C (R)-3-(2-((S)-4-(4-fluorophenyl)-2-methylpiperazin-1-yl)ethyl)-8-(isoxazol-3-yl)-2-methyl-2,8-diazaspiro[4.5]decan-1-one